tert-butyl 1',4'-dihydro-2'H-spiro[piperidine-4,3'-quinoline]-1-carboxylate N1CC2(CC3=CC=CC=C13)CCN(CC2)C(=O)OC(C)(C)C